O=C(C)CCC(CCC(CCC(CC(CC(CCC(CCC(CCC(C)=O)=O)=O)=O)O)=O)=O)=O 2,5,8,11,15,18,21,24-octaoxopentacosan-13-ol